tetrahydrofuran cobalt [Co].O1CCCC1